NC1=NC=C(C#N)C(=C1)NC1COC1 6-amino-4-(oxetan-3-ylamino)nicotinonitrile